NC=1N=NC(=CC1N1CC(C1)CC(=O)O)Cl 2-(1-(3-amino-6-chloropyridazin-4-yl)azetidin-3-yl)acetic acid